FC(C1=NN(C=C1NC(=O)C1=CN=C2N1N=C(C=C2)N2CCOCC2)C2CCC(CC2)C=O)F N-(3-(difluoromethyl)-1-((1r,4r)-4-formylcyclohexyl)-1H-pyrazol-4-yl)-6-morpholinylimidazo[1,2-b]pyridazine-3-carboxamide